NC1=CC(=C(C=C1OC)N1CCC2(CCN(CC2)C(=O)OC(C)(C)C)CC1)CC tert-butyl 9-(4-amino-2-ethyl-5-methoxyphenyl)-3,9-diazaspiro[5.5]undecane-3-carboxylate